FC(CN1CC(C1)N)CF 1-(2,3-difluoropropyl)azetidin-3-amine